2-(3,4-dimethoxyphenyl)-6-(4-(2-isobutyl-2,7-diazaspiro[3.5]nonan-7-yl)phenyl)-1,4-dimethyl-1H-imidazo[4,5-c]pyridine COC=1C=C(C=CC1OC)C=1N(C2=C(C(=NC(=C2)C2=CC=C(C=C2)N2CCC3(CN(C3)CC(C)C)CC2)C)N1)C